COC=1C=C(C=CC1)/C(=C\S(=O)(=O)C1=CC=C(C)C=C1)/C1(S(=O)(=O)CCC1)C1=CC=CC=C1 (E)-(1-(3-Methoxyphenyl)-2-tosylvinyl)(phenyl)sulfolane